phenylnickel C1(=CC=CC=C1)[Ni]